Tert-butyl 3-(8-{2-[(2,2-difluoroethyl)(isopropyl)carbamoyl]-4-fluorophenyl}-1-fluoro-3-methylimidazo[1,5-a]pyridin-6-yl)azetidine-1-carboxylate FC(CN(C(=O)C1=C(C=CC(=C1)F)C=1C=2N(C=C(C1)C1CN(C1)C(=O)OC(C)(C)C)C(=NC2F)C)C(C)C)F